pyrazolo[1,5-a]pyrazine dihydrochloride Cl.Cl.N1=CC=C2N1C=CN=C2